ClC1=CC2=C(N(C(N=C2N2[C@H](CN(CC2)C(C=C)=O)C)=O)C=2C(=NC=NC2C(C)C)N(C)C)N=C1C1=C(C=CC=C1)F 6-chloro-1-(4-(dimethylamino)-6-(2-propanyl)-5-pyrimidinyl)-7-(2-fluorophenyl)-4-((2S)-2-methyl-4-(2-propenoyl)-1-piperazinyl)pyrido[2,3-d]pyrimidin-2(1H)-one